2-(trifluoromethyl)-1H-imidazole-5-carboxylic acid FC(C=1NC(=CN1)C(=O)O)(F)F